1-[(2's,7r)-2'-methyl-2-(trifluoromethyl)spiro[4,5-dihydrothieno[2,3-c]pyran-7,4'-piperidin]-3-yl]ethanol C[C@@H]1NCC[C@]2(C1)OCCC1=C2SC(=C1C(C)O)C(F)(F)F